(S)-3-((6,7-Dimethoxyquinolin-4-yl)oxy)pyrrolidine-1-carboxylic acid tert-butyl ester C(C)(C)(C)OC(=O)N1C[C@H](CC1)OC1=CC=NC2=CC(=C(C=C12)OC)OC